FC=1C=C(C=CC1OCCOC)[C@H]1[C@@H](C1)C=1C=NC(=NC1)C1=NC=CC=N1 trans-5-(2-(3-fluoro-4-(2-methoxyethoxy)phenyl)cyclopropyl)-2,2'-bipyrimidine